5-Benzyl-6-(4-(thiazol-5-yl)cyclohex-3-en-1-yl)pyrimidine-2,4(1H,3H)-dione C(C1=CC=CC=C1)C=1C(NC(NC1C1CC=C(CC1)C1=CN=CS1)=O)=O